2-hydroxy-6-(((3R)-4-(2-(2-hydroxypropyl)nicotinoyl)thiomorpholin-3-yl)-methoxy)benzaldehyde OC1=C(C=O)C(=CC=C1)OC[C@H]1N(CCSC1)C(C1=C(N=CC=C1)CC(C)O)=O